N1C=NC2=C1C=CC(=C2)N2C(OC[C@@H]2C2=CC(=CC=C2)N2CCOCC2)=O (S)-3-(1H-Benzo[d]imidazol-5-yl)-4-(3-morpholinophenyl)oxazolidin-2-on